C(C=C)C1=CC(=C(C=C1OC)CCN)OC 2-(4-allyl-2,5-dimethoxyphenyl)ethanamine